methyl (2S)-2-[[(2S)-3-cyclopropyl-2-[(4,5-dichloro-1H-pyrrole-2-carbonyl)amino]propanoyl] amino]-3-[(3S)-2-oxo-3-piperidyl]propanoate C1(CC1)C[C@@H](C(=O)N[C@H](C(=O)OC)C[C@H]1C(NCCC1)=O)NC(=O)C=1NC(=C(C1)Cl)Cl